C(#N)C1=CC(=C(COC2=CC=CC(=N2)N2N=C3C(=C2)CN(C3)CC3=NC2=C(N3CC3COC3)C=C(C=C2)C(=O)O)C=C1)F 2-((2-(6-((4-cyano-2-fluorobenzyl)oxy)pyridin-2-yl)-2,6-dihydropyrrolo[3,4-c]pyrazol-5(4H)-yl)methyl)-1-(oxetan-3-ylmethyl)-1H-benzo[d]imidazole-6-carboxylic acid